FC1=C(C(=CC=2SC(=CC21)C(CC(C(=O)OC)(C)C)=O)OC)OCCCOC2=C(C1=CC=C(C=C1C=C2OC)C(CCC(=O)OC)=O)F Methyl 4-(4-fluoro-5-(3-((1-fluoro-3-methoxy-6-(4-methoxy-4-oxobutanoyl) naphthalen-2-yl) oxy) propoxy)-6-methoxybenzo[b]thiophen-2-yl)-2,2-dimethyl-4-oxobutanoate